O=C1CCC2C=CC=CC=2O1 dihydrocoumarin